C(C)C1(NC(N(C(C1)=O)C1CC(OC2=CC=C(C=C12)C(=O)N[C@H]1[C@@H](C(OC2=CC=CC=C12)(C)C)O)C(=O)N(C)C)=N)CC 4-(4,4-diethyl-2-imino-6-oxo-hexahydropyrimidin-1-yl)-N6-[(3S,4R)-3-hydroxy-2,2-dimethyl-chroman-4-yl]-N2,N2-dimethyl-chromane-2,6-dicarboxamide